NC([C@H](CCC(=O)OC(C)(C)C)N1C(C2=CC=C(C=C2C1)C1=NC(=CC(=C1)N1CCN(CC1)CC1=CC=CC=C1)N)=O)=O (S)-tert-butyl 5-amino-4-(5-(6-amino-4-(4-benzylpiperazin-1-yl) pyridin-2-yl)-1-oxoisoindolin-2-yl)-5-oxopentanoate